BrC=1C=C2C(=NN(C2=C(C1)C(F)(F)F)C1CC(C1)(O)C)F (trans)-3-[5-bromo-3-fluoro-7-(trifluoromethyl)-1H-indazol-1-yl]-1-methylcyclobutanol